5α-hydroxy-6β-(4-aminobutylamino)cholest-7-en-3β-ol O[C@]12[C@@H](C=C3[C@@H]4CC[C@H]([C@@H](CCCC(C)C)C)[C@]4(CC[C@@H]3[C@]2(CC[C@@H](C1)O)C)C)NCCCCN